4,4-difluoro-1-(6-fluoro-7-methyl-pyrazolo[1,5-a]pyridin-3-yl)-3,3-dimethylisoquinoline FC1(C(N=C(C2=CC=CC=C12)C=1C=NN2C1C=CC(=C2C)F)(C)C)F